O=C1NC(=NO1)C12CC(C1)(C2)NC2=C(C(=O)N)C=CC=N2 ((3-(5-oxo-4,5-dihydro-1,2,4-oxadiazol-3-yl)bicyclo[1.1.1]pentan-1-yl)amino)nicotinamide